2-cyclopropyl-N-(4-(ethylsulfonyl)benzyl)-1-((1-(2,2,2-trifluoroethyl)-1H-pyrazol-3-yl)methyl)-1H-benzo[d]imidazole-5-carboxamide C1(CC1)C1=NC2=C(N1CC1=NN(C=C1)CC(F)(F)F)C=CC(=C2)C(=O)NCC2=CC=C(C=C2)S(=O)(=O)CC